2-(4-isopropylphenyl)-9-methyl-2,3,4,5a,6,7,8,9-octahydro-5H-10-oxa-1,2,5,7-tetraazacycloocta[cd]indene-5-carboxylate C(C)(C)C1=CC=C(C=C1)N1N=C2C=3C(N(CCC13)C(=O)[O-])CNCC(O2)C